(((2,3-dimethoxy-1,4-phenylene)bis(acetylene-2,1-diyl))bis-(4,1-phenylene))dibenzoaldehyde COC1=C(C=CC(=C1OC)C#CC1=CC=C(C=C1)C1=C(C=O)C=CC=C1)C#CC1=CC=C(C=C1)C1=C(C=O)C=CC=C1